tert-Butyl 4-((4-(6-(cyclohexyloxy)hexyl)phenyl)carbamoyl)piperazine-1-carboxylate C1(CCCCC1)OCCCCCCC1=CC=C(C=C1)NC(=O)N1CCN(CC1)C(=O)OC(C)(C)C